magnesium 1-octanide bromide [Br-].[CH2-]CCCCCCC.[Mg+2]